3-isopropylimidazo[2,1-b]thiazole-6-carboxamide C(C)(C)C=1N2C(SC1)=NC(=C2)C(=O)N